3-(dimethylamino)-1-methylindazole-6-carboxylic acid CN(C1=NN(C2=CC(=CC=C12)C(=O)O)C)C